fluoro-5-(2-(3-methoxy-5-(trifluoromethyl)phenylamino)-5-methylpyrimidin-4-ylamino)benzo[d]oxazol-2(3H)-one FN1C(OC2=C1C=C(C=C2)NC2=NC(=NC=C2C)NC2=CC(=CC(=C2)C(F)(F)F)OC)=O